[6-[2-chloro-3-(2,3-dihydro-1,4-benzodioxin-6-yl)phenyl]-2-methoxy-3-pyridyl]methanol ClC1=C(C=CC=C1C1=CC2=C(OCCO2)C=C1)C1=CC=C(C(=N1)OC)CO